ClC1([C@H]([C@@H]1C1=CC(=CC(=C1)Cl)Cl)C(=O)NC=1C(=C(C=CC1)NC(=O)C1OCCC1)F)Cl N-(3-((1R,3R)-2,2-Dichloro-3-(3,5-dichlorophenyl)cyclopropane-1-carboxamido)-2-fluorophenyl)tetrahydrofuran-2-carboxamide